2-(((1R)-1-(2-cyano-7-methyl-3-(methyl-(4,5,6,7-tetrahydrobenzo[d]-thiazol-6-yl)amino)quinoxalin-5-yl)-ethyl)amino)benzoic acid C(#N)C1=NC2=CC(=CC(=C2N=C1N(C1CC2=C(N=CS2)CC1)C)[C@@H](C)NC1=C(C(=O)O)C=CC=C1)C